2,2-bis({[3-(dodecylthio) propionyl] oxy} methyl)-1,3-propanediyl-bis[3-(dodecylthio) propionate] C(CCCCCCCCCCC)SCCC(=O)OCC(CC(C(=O)[O-])CSCCCCCCCCCCCC)(CC(C(=O)[O-])CSCCCCCCCCCCCC)COC(CCSCCCCCCCCCCCC)=O